1-[4-(2-{7,8-dimethyl-[1,2,4]triazolo[1,5-a]pyridin-6-yl}-3-(propan-2-yl)-1H-pyrrolo[3,2-b]pyridin-5-yl)piperazin-1-yl]-2-(dimethylamino)(2H2)ethan-1-one CC1=C(C=2N(C=C1C1=C(C3=NC(=CC=C3N1)N1CCN(CC1)C(C(N(C)C)([2H])[2H])=O)C(C)C)N=CN2)C